C(C)(C)NC1C(CCCC1)N N-isopropyl-1,2-diaminocyclohexane